3-bromo-4-(4-((7-ethyl-6-oxo-5,6-dihydro-1,5-naphthyridin-3-yl)methyl)piperazin-1-yl)-2,5,6-trifluoro-N-methylbenzamide BrC=1C(=C(C(=O)NC)C(=C(C1N1CCN(CC1)CC=1C=NC=2C=C(C(NC2C1)=O)CC)F)F)F